ClC=1C=C(C=CC1C=1N(C2=NC=NC(=C2N1)OC1(CC1)C)CC1=CC(=CC=C1)OC)CC(=O)N 2-(3-chloro-4-(9-(3-methoxybenzyl)-6-(1-methylcyclopropoxy)-9H-purin-8-yl)phenyl)acetamide